FC1=C(C=CC=C1C(F)(F)F)[C@@H]1N(OCC1)C1=CC(=NC=N1)NC=1C=C(C(=NC1OCC(F)(F)F)N1CCN(CC1)C)NC(C=C)=O (R)-N-(5-((6-(3-(2-fluoro-3-(trifluoromethyl)phenyl)isoxazolidin-2-yl)pyrimidin-4-yl)amino)-2-(4-methylpiperazin-1-yl)-6-(2,2,2-trifluoroethoxy)pyridin-3-yl)acrylamide